(R)-1-(4-Chloro-3-fluorophenyl)-3-methylpyrrolidine-3-carboxylic acid ClC1=C(C=C(C=C1)N1C[C@@](CC1)(C(=O)O)C)F